2-(3'-(5-((4-hydroxypiperidin-1-yl)methyl)-1,3,4-oxadiazol-2-yl)-2,2'-dimethyl-[1,1'-biphenyl]-3-yl)benzo[d]oxazole-5-carbaldehyde OC1CCN(CC1)CC1=NN=C(O1)C=1C(=C(C=CC1)C1=C(C(=CC=C1)C=1OC2=C(N1)C=C(C=C2)C=O)C)C